FC1=NC(=C2N=CN(C2=N1)C1OCCCC1)NC1=C(C=CC=C1)OC 2-fluoro-6-(2-methoxyanilino)-9-(tetrahydro-2H-pyran-2-yl)-9H-purine